Cl.C(C)N[C@@H]1COC2=C1C=CC(=C2)C(F)(F)F (S)-N-ethyl-6-(trifluoromethyl)-2,3-dihydrobenzofuran-3-amine hydrochloride